C1(=CC=CC=C1)C1=NC(=NC(=N1)C1=CC=CC=C1)C1=C(C=C(C=C1)OCCCCCC)O 2-(4,6-diphenyl-1,3,5-triazine-2-yl)-5-((hexyl)oxy)-phenol